(+)-4-amino-2-sulfonylbicyclo[3.1.0]hexane-4,6-dicarboxylic acid NC1(CC(C2C(C12)C(=O)O)=S(=O)=O)C(=O)O